3-((3-Methoxy-2-methyl-3-oxopropyl)amino)butanoic acid ethyl ester C(C)OC(CC(C)NCC(C(=O)OC)C)=O